C[N+](C)(C)C[C@H](CC(=O)[O-])OC(=O)CCO hydroxyPropionylcarnitine